methyl (S)-2-(4-oxo-1,4-dihydro-5H-pyrazolo[3,4-d]pyrimidin-5-yl)-2-phenylacetate O=C1C2=C(N=CN1[C@H](C(=O)OC)C1=CC=CC=C1)NN=C2